3-(6-(4-(3-(((1r,4r)-4-(4-bromo-3-(trifluoromethyl)phenoxy)cyclohexyl)oxy)propyl)piperazin-1-yl)-1-methyl-1H-pyrazolo[3,4-b]pyridin-3-yl)piperidine-2,6-dione BrC1=C(C=C(OC2CCC(CC2)OCCCN2CCN(CC2)C2=CC=C3C(=N2)N(N=C3C3C(NC(CC3)=O)=O)C)C=C1)C(F)(F)F